N1CCCC2=C(C=CN=C12)C1=NNC2=NC(=CN=C21)C2CNCCC2(N)C 3-(3-(1,2,3,4-tetrahydro-1,8-naphthyridin-5-yl)-1H-pyrazolo-[3,4-b]pyrazin-6-yl)-4-methylpiperidin-4-amine